2-[[4-amino-8-(cis-4-aminocyclohexoxy)-5,5-dimethyl-6H-benzo[h]quinazolin-7-yl]-methyl-amino]-N-methyl-acetamide NC1=NC=NC=2C3=C(CC(C12)(C)C)C(=C(C=C3)O[C@@H]3CC[C@@H](CC3)N)N(CC(=O)NC)C